[Na+].O=C(C(=O)[O-])C 2-oxopropanoic acid sodium salt